2-ethyl-4-isothiazolin-3-one C(C)N1SC=CC1=O